2-bromo-N-(2-(2-hydrazinoacetylamino)ethyl)-2-methylpropanamide BrC(C(=O)NCCNC(CNN)=O)(C)C